7-(2-methyl-5-(((1R,5S)-3-methyl-3,8-diazabicyclo[3.2.1]octan-8-yl)sulfonyl)phenyl)imidazo[2,1-f][1,2,4]triazin-4-amine CC1=C(C=C(C=C1)S(=O)(=O)N1[C@H]2CN(C[C@@H]1CC2)C)C2=CN=C1C(=NC=NN12)N